quinoxaline-6-carboxylic acid-2,3-d2 N1=C(C(=NC2=CC(=CC=C12)C(=O)O)[2H])[2H]